C(C(=C)CC(=O)O)(=O)O.C(C(=C)CC(=O)O)(=O)O.C(CO)O 1,2-ethylene glycol diitaconate